FC(OC=1C=CC(=C(C1)N1C(N([C@@H](C1)C#N)C1=CN=CC2=CC=CC=C12)=O)C)F (S)-1-(5-(difluoromethoxy)-2-methylphenyl)-3-(isoquinolin-4-yl)-2-oxoimidazoline-4-carbonitrile